N-(4-(4-amino-6-ethynyl-5-(quinolin-3-yl)-7H-pyrrolo[2,3-d]pyrimidin-7-yl)bicyclo[2.2.1]heptane-1-yl)-5-methyl-1,2,4-oxadiazole-3-carboxamide NC=1C2=C(N=CN1)N(C(=C2C=2C=NC1=CC=CC=C1C2)C#C)C21CCC(CC2)(C1)NC(=O)C1=NOC(=N1)C